5-(4-hydroxy-1-((3-methyl-2-oxo-4-thioxo-1,2,3,4-tetrahydroquinazolin-7-yl)methyl)piperidin-4-yl)-N,6-dimethylpicolinamide OC1(CCN(CC1)CC1=CC=C2C(N(C(NC2=C1)=O)C)=S)C=1C=CC(=NC1C)C(=O)NC